C(C)(C)S(=O)(=O)CC1=CC=C(N)C=C1 4-((isopropyl-sulfonyl)methyl)aniline